FC(C(=O)O)(F)F.CC=1N=C(SC1)C1=CC=C(OCC(CN)=CF)C=C1 2-((4-(4-methylthiazol-2-yl)phenoxy)methyl)-3-fluoroallylamine trifluoroacetate